4-(dimethylamino)phenyl-boronic acid CN(C1=CC=C(C=C1)B(O)O)C